COCCOCCOC1=CC=C2C=3C=CC(=CC3N(C2=C1)CCCCCCCC)NC1=CC=CC=C1 7-(2-(2-Methoxyethoxy)ethoxy)-9-octyl-N-phenyl-9H-carbazol-2-amine